methyl (E)-4-((4-((2-(3-chloro-4-hydroxybenzoyl)hydrazineylidene)methyl)-1H-indol-1-yl)methyl)benzoate ClC=1C=C(C(=O)N\N=C\C2=C3C=CN(C3=CC=C2)CC2=CC=C(C(=O)OC)C=C2)C=CC1O